4-(3-Ethyl-4-methyl-5-oxo-4,5-dihydro-1H-1,2,4-triazol-1-yl)-5-fluoro-2-[(2S)-pent-2-yloxy]-N-[2-(trifluoromethyl)phenyl]benzamide C(C)C1=NN(C(N1C)=O)C1=CC(=C(C(=O)NC2=C(C=CC=C2)C(F)(F)F)C=C1F)O[C@@H](C)CCC